dimethyl-7-oxo-4,7-dihydropyrazolo[1,5-a]pyrimidine-2,3-dicarboxamide CC1=C(NC=2N(C1=O)N=C(C2C(=O)N)C(=O)N)C